(2S,3S)-ethyl 3-((2-bromo-6-((E)-3-(dimethylamino)acryloyl)-5-fluoropyrimidin-4-yl)amino)bicyclo[2.2.2]octane-2-carboxylate BrC1=NC(=C(C(=N1)N[C@@H]1[C@H](C2CCC1CC2)C(=O)OCC)F)C(\C=C\N(C)C)=O